2-(1-(4-(trifluoromethoxy)benzoyl)benzoyl)piperidine FC(OC1=CC=C(C(=O)C2(C(=O)C3NCCCC3)CC=CC=C2)C=C1)(F)F